C(C)OC(C(CC=1C=C(C=CC1)C(C(=O)OCC1=CC=CC=C1)(CCCC(CS(=O)(=O)CC(=O)OCC)(C)C)CO)C)=O benzyl 2-(3-(3-ethoxy-2-methyl-3-oxopropyl)phenyl)-7-((2-ethoxy-2-oxoethyl)sulfonyl)-2-(hydroxymethyl)-6,6-dimethylheptanoate